N-((1-(4-aminophenyl)piperidin-4-yl)methyl)-2,2,2-trifluoroacetamide NC1=CC=C(C=C1)N1CCC(CC1)CNC(C(F)(F)F)=O